ClC=1C=NC(=C2C(C=C(N(C12)C1=C(C=C(C=C1Cl)OCCO)Cl)C)=O)OC[C@@H](C(=O)NC)O (S)-3-((8-Chloro-1-(2,6-dichloro-4-(2-hydroxyethoxy)phenyl)-2-methyl-4-oxo-1,4-dihydro-1,6-naphthyridin-5-yl)oxy)-2-hydroxy-N-methylpropanamide